5-benzoylamino-3-(1-azabicyclo[5.4.0]undec-3-en-4-yl)-benzothiophene C(C1=CC=CC=C1)(=O)NC=1C=CC2=C(C(=CS2)C2=CCN3CCCCC3CC2)C1